BrC1N(CCN2C1C(NC1=C(C2=O)C=CC=C1)=O)C(COC1=CC(=C(C=C1)C(F)(F)F)F)=O bromo-2-(2-(3-fluoro-4-(trifluoromethyl)phenoxy)acetyl)-1,3,4,12a-tetrahydrobenzo[e]pyrazino[1,2-a][1,4]diazepine-6,12(2H,11H)-dione